N-pentylaniline C(CCCC)NC1=CC=CC=C1